(R,E)-N-(4-((4-([1,2,4]triazolo[1,5-a]pyridin-7-yloxy)-2-cyclopropoxy-5-methylphenyl)amino)-7-methoxy-quinazolin-6-yl)-2-fluoro-3-(1-methylpyrrolidin-2-yl)acrylamide N=1C=NN2C1C=C(C=C2)OC2=CC(=C(C=C2C)NC2=NC=NC1=CC(=C(C=C21)NC(/C(=C\[C@@H]2N(CCC2)C)/F)=O)OC)OC2CC2